4-(4-(tert-butoxycarbonyl)-2,2-dimethylpiperazine-1-carbonyl)-3-chloropyridine 1-oxide C(C)(C)(C)OC(=O)N1CC(N(CC1)C(=O)C1=C(C=[N+](C=C1)[O-])Cl)(C)C